The molecule is an organic triphosphate formed by condensation between the gamma-phospho group of 2'-deoxyuridine 5'-triphosphate and ethanol. It derives from a dUTP and an ethanol. CCOP(=O)(O)OP(=O)(O)OP(=O)(O)OC[C@@H]1[C@H](C[C@@H](O1)N2C=CC(=O)NC2=O)O